C(C=1C(O)=CC=CC1)=CC(C(N)=CC=1C(O)=CC=CC1)N bis(salicylidene)-1,2-propanediamine